1-methoxy-4-(1-methylpropan-2-ynyloxymethyl)benzene COC1=CC=C(C=C1)COC(C#C)C